ClC1=CC=C(C=C1)C1=N[C@H](C=2N(C3=C1C(=C(S3)C)C)C(=NN2)C)CC(=O)NCCCCCCC(=O)NC2=CC=C(C=C2)CC(=O)NC2C(NC(CC2)=O)=O 7-(2-((S)-4-(4-chlorophenyl)-2,3,9-trimethyl-6H-thieno[3,2-f][1,2,4]triazolo[4,3-a][1,4]diazepin-6-yl)acetamido)-N-(4-(2-((2,6-dioxopiperidin-3-yl)amino)-2-oxoethyl)phenyl)heptanamide